2,3-dibromo-4,5,6-trimethylpyridine BrC1=NC(=C(C(=C1Br)C)C)C